C1(CC1)C1=C(C(=CC=C1OC1=CC=CC=C1)[N+](=O)[O-])N1C[C@@H](CCC1)CNC(OC(C)(C)C)=O tert-butyl {[(3S)-1-(2-cyclopropyl-6-nitro-3-phenoxyphenyl)piperidin-3-yl]methyl}carbamate